NC1=C(C2=CC(=CC(=C2C=C1)O)S(=O)(=O)O)S(=O)(=O)O 2-amino-5-hydroxynaphthalen-1,7-Disulfonic acid